(2S,5S)-1-trifluoroacetyl-5-(p-nitrobenzenesulfonyloxy)-piperidine FC(C(=O)N1CCC[C@@H](C1)OS(=O)(=O)C1=CC=C(C=C1)[N+](=O)[O-])(F)F